FC1=C(C#N)C=C(C=C1)N1CCN(CC1)C(CCC=1NC(C2=CC(=CC=C2C1)F)=O)=O 2-fluoro-5-(4-(3-(7-fluoro-1-oxo-1,2-dihydroisoquinolin-3-yl)propanoyl)piperazin-1-yl)benzonitrile